IC=1C(=NN2C1CCCCC2)COC2OCCCC2 iodo-2-(((tetrahydro-2H-pyran-2-yl)oxy)methyl)-5,6,7,8-tetrahydro-4H-pyrazolo[1,5-a]azepine